[Cl-].C(=O)(O)CCNC([C@H](C[NH3+])[NH3+])=O.[Cl-] (S)-3-((2-carboxyethyl)amino)-3-oxopropane-1,2-diaminium chloride